tris(2,2,6,6-tetramethyl-4-piperidyl)nitrilotriacetate CC1(NC(CC(C1)C(C(=O)[O-])N(C(C(=O)[O-])C1CC(NC(C1)(C)C)(C)C)C(C(=O)[O-])C1CC(NC(C1)(C)C)(C)C)(C)C)C